O=C1NC(CCC1N1C(C2=CC(=C(C=C2C1=O)F)N1C2CN(CC1CC2)CC2CCNCC2)=O)=O 2-(2,6-dioxopiperidin-3-yl)-5-fluoro-6-(3-(piperidin-4-ylmethyl)-3,8-diazabicyclo[3.2.1]octane-8-yl)isoindoline-1,3-dione